3-pyrimidin-4-yl-3,6-diazabicyclo[3.1.1]heptane N1=CN=C(C=C1)N1CC2NC(C1)C2